C1(CCCC1)N1C(C=C(C2=C1N=C(N=C2)N2CCC(CC2)NCCC2=CC=CC=C2)C2=CC(=C(C=C2)F)C)=O 8-cyclopentyl-5-(4-fluoro-3-methylphenyl)-2-(4-(phenethylamino)piperidin-1-yl)pyrido[2,3-d]pyrimidin-7-one